7-(3-(4,5-difluoro-2-methylphenyl)-7,8-dihydro-1,6-naphthyridin-6(5H)-yl)-8,9-dimethyl-4H-pyrimido[1,2-b]pyridazin-4-one FC1=CC(=C(C=C1F)C=1C=NC=2CCN(CC2C1)C=1C(=C(C=2N(N1)C(C=CN2)=O)C)C)C